6-fluoroindole FC1=CC=C2C=CNC2=C1